C(C1=CC=CC=C1)OC(=O)N1CCN(CC1)C=1C=NC(=CC1)C(C=CN(C)C)=O Benzyl-4-(6-(3-(dimethylamino)acryloyl)pyridin-3-yl)piperazine-1-carboxylate